C(#N)C1=C(C=CC(=C1)F)SC=1C=2N(C=C(C1)C1=CC(N(C=C1)C)=O)N=CC2C#N 4-((2-cyano-4-fluorophenyl)thio)-6-(1-methyl-2-oxo-1,2-dihydropyridin-4-yl)pyrazolo[1,5-a]pyridine-3-carbonitrile